(1R,5S)-8-(2,7-Dichloro-8-fluoropyrido[4,3-d]pyrimidin-4-yl)-3,8-diazabicyclo[3.2.1]octane-3-Carboxylic acid tert-butyl ester C(C)(C)(C)OC(=O)N1C[C@H]2CC[C@@H](C1)N2C=2C1=C(N=C(N2)Cl)C(=C(N=C1)Cl)F